C1(CC1)C1=NC=CC(=C1)C1=NOC(=C1)[C@@H](C)N (1R)-1-[3-(2-cyclopropyl-4-pyridinyl)isoxazol-5-yl]ethanamine